O1CCN(CC1)C1=NC(=NC(=C1)N1N=C(C=C1)C1=CC(=CC=C1)C(F)(F)F)OCC(CO)O 3-((4-morpholino-6-(3-(3-(trifluoromethyl)phenyl)-1H-pyrazol-1-yl)pyrimidin-2-yl)oxy)propane-1,2-diol